N-(tert-butyl)-3-((1s,4s)-5'-(methylsulfonamido)-4-(trifluoromethyl)spiro[cyclohexane-1,3'-indoline]-1'-carbonyl)benzenesulfonamide C(C)(C)(C)NS(=O)(=O)C1=CC(=CC=C1)C(=O)N1CC2(C3=CC(=CC=C13)NS(=O)(=O)C)CCC(CC2)C(F)(F)F